CS(=O)(=O)C(CC(=O)O)=O 3-(methylsulfonyl)-3-oxo-propionic acid